methyl trans-4-[(5-cyano-6-fluoro-benzimidazol-1-yl)methyl]cyclohexanecarboxylate C(#N)C1=CC2=C(N(C=N2)C[C@@H]2CC[C@H](CC2)C(=O)OC)C=C1F